(5E)-11-hydroxy-6,10-dimethylundeca-5,9-dien-2-yl acetate C(C)(=O)OC(C)CC\C=C(\CCC=C(CO)C)/C